5-nitro-2-phenyl-1,2-benzothiazole-3(2H)-one [N+](=O)([O-])C=1C=CC2=C(C(N(S2)C2=CC=CC=C2)=O)C1